6-Chloro-4-[(2S,5R)-2,5-dimethyl-4-prop-2-enoyl-piperazin-1-yl]-7-(2-fluorophenyl)-1-isopropyl-pyrido[2,3-d]pyrimidin-2-one ClC1=CC2=C(N(C(N=C2N2[C@H](CN([C@@H](C2)C)C(C=C)=O)C)=O)C(C)C)N=C1C1=C(C=CC=C1)F